4,6-dichloropyridine-2-carbothioamide ClC1=CC(=NC(=C1)Cl)C(N)=S